2-[2-({[3-bromo-1-(3-chloropyridin-2-yl)-1H-pyrazol-5-yl]carbonyl}amino)-5-cyano-3-methylbenzoyl]-2-methylhydrazinecarboxylic acid methyl ester COC(=O)NN(C)C(C1=C(C(=CC(=C1)C#N)C)NC(=O)C1=CC(=NN1C1=NC=CC=C1Cl)Br)=O